C(C)(=O)C1=C(SC2=C1N=C(N(C2=O)C([2H])([2H])[2H])C21CCC(CC2)(CC1)C1NNNN1C)C 7-acetyl-6-methyl-2-[4-(1-methyl-1,2,3,4-tetraazacyclopentan-5-yl)bicyclo[2.2.2]octan-1-yl]-3-(trideuteromethyl)-3,4-dihydrothieno[3,2-d]pyrimidin-4-one